6-amino-2,5-dimethyl-4,5-dihydropyrido[4,3-e][1,2,4]triazolo[4,3-a]pyrazin-1(2H)-one NC1=CN=CC2=C1N(CC=1N2C(N(N1)C)=O)C